COC(=O)C=1C(N(C2=CC(=CC=C2C1N)C(F)(F)F)C1=CC(=C(C=C1)N)C)=O 4-Amino-1-(4-amino-3-methylphenyl)-2-oxo-7-(trifluoromethyl)-1,2-dihydroquinoline-3-carboxylic acid methyl ester